5-methyl-7-(phenylsulfonyl)-3,5,6,7,8,9-hexahydro-4H-pyrido[4',3':4,5]pyrrolo[2,3-d]pyridazin-4-one CN1C2=C(C3=C1C(NN=C3)=O)CCN(C2)S(=O)(=O)C2=CC=CC=C2